benzyl (R)-1-(tetrahydro-2H-pyran-2-yl)cyclobutane-1-carboxylate O1[C@H](CCCC1)C1(CCC1)C(=O)OCC1=CC=CC=C1